C1(CCC1)CNCC=1NC2=CC(=CC=C2C1)CNC(=O)C=1N=C2C=3N(N=CC3CCCN2)C1 N-((2-(((cyclobutylmethyl)amino)methyl)-1H-indol-6-yl)methyl)-6,7,8,9-tetrahydro-2,2a,5,6-tetraazabenzo[cd]azulene-4-carboxamide